CC1=C(C(=O)NC1=O)C dimethylmaleimide